C1(CC1)C1=NN=C2N1N=C(C=C2NCC2=NC=CC=C2)NCC(C)C 3-cyclopropyl-N6-isobutyl-N8-(pyridin-2-ylmethyl)-[1,2,4]triazolo[4,3-b]pyridazine-6,8-diamine